(3S,20S)-20-formyl-pregn-7-en-3-ylacetate C(=O)[C@@H](C)[C@H]1CC[C@H]2C3=CCC4C[C@H](CC[C@]4(C)[C@H]3CC[C@]12C)CC(=O)[O-]